CCCCCCCCCCCCCCCCCCCCCC(=O)OC[C@H](COP(=O)([O-])OCC[N+](C)(C)C)OC(=O)CCCC/C=C\C/C=C\C/C=C\C/C=C\CC 1-docosanoyl-2-(6Z,9Z,12Z,15Z-octadecatetraenoyl)-glycero-3-phosphocholine